methyl isocyanate lithium [Li].CN=C=O